Cl.Cl.F/C=C(\CN)/COC=1C=NC(=NC1)N1CCC(CC1)OC (E)-3-fluoro-2-[[2-(4-methoxy-1-piperidinyl)pyrimidin-5-yl]oxymethyl]prop-2-en-1-amine dihydrochloride